FC(OC1=NC(=CC=C1NC(=O)C1(CN(C1)S(N)(=O)=O)C1=C(C=NC=C1)C(C)C)C)F N-(2-(difluoromethoxy)-6-methylpyridin-3-yl)-3-(3-isopropylpyridin-4-yl)-1-sulfamoyl-azetidine-3-carboxamide